ClC1=CC=C(C=C1)[C@@H](NC(=O)[C@H]1NC(NC1)=O)C1=NC(=CC=C1)OC(F)F (S)-N-((R)-(4-chlorophenyl)(6-(difluoromethoxy)pyridin-2-yl)methyl)-2-oxo-imidazolidine-4-carboxamide